C(CCCCCCCCC)C(CN1C(C=2C(=CC=3C(NC(C=4C3C2C(C1=O)=CC4C4=CC=C(S4)C=4SC(=CC4)C=CC=4SC(=CC4)C)=O)=O)C=4SC(=CC4)C)=O)CCCCCCCCCCCC 2-decyltetradecyl-4-(5-methylthiophen-2-yl)-9-(5'-(2-(5-methylthiophen-2-yl)vinyl)-[2,2'-bithiophen]-5-yl)benzo[lmn][3,8]phenanthroline-1,3,6,8(2H,7H)-tetraone